FC1=C(C=CC(=C1)C(F)(F)F)C1=NC2=CC(=CC=C2C(=C1)OC)C(=O)N[C@@H](CO)C (R)-2-(2-fluoro-4-(trifluoromethyl)phenyl)-N-(1-hydroxypropan-2-yl)-4-methoxyquinoline-7-carboxamide